Orotic acid C(C1=CC(=O)NC(=O)N1)(=O)O